C(CCCCCCCCCCCCC)OC(C1=CC=CC=C1)=O.[NH4+].C(N)(=O)C=1C=C(C=CC1)NC(=O)[C@@H]1O[C@@]([C@H]([C@@H]1C1=C(C(=C(C=C1)F)F)OC(F)F)C)(C(F)(F)F)C (2R,3R,4S,5S)-N-(3-carbamoylphenyl)-3-[2-(difluoromethoxy)-3,4-difluoro-phenyl]-4,5-dimethyl-5-(trifluoromethyl)tetrahydrofuran-2-carboxamide ammonium tetradecylbenzoate